NC1=CC=C(C=C1)N1CC(CC1=O)CCCCNC(OC(C)(C)C)=O tert-butyl (4-(1-(4-aminophenyl)-5-oxopyrrolidin-3-yl) butyl)carbamate